tert-butyl 7-(5-(1-ethoxyvinyl)thiophen-2-yl)-7-hydroxy-3-oxa-9-azabicyclo[3.3.1]nonane-9-carboxylate C(C)OC(=C)C1=CC=C(S1)C1(CC2COCC(C1)N2C(=O)OC(C)(C)C)O